(E)-N'-(3,5-dimethoxybenzylidene)-5-(4-methoxyphenyl)thiophene-2-carbohydrazide COC=1C=C(\C=N\NC(=O)C=2SC(=CC2)C2=CC=C(C=C2)OC)C=C(C1)OC